CC(=CCCC(=O)CC(=O)SCCNC(=O)CCNC(=O)[C@@H](C(C)(C)COP(=O)(O)OP(=O)(O)OC[C@@H]1[C@H]([C@H]([C@@H](O1)N2C=NC3=C(N=CN=C32)N)O)OP(=O)(O)O)O)C The molecule is a 3-oxo-fatty acyl-CoA that results from the formal condensation of the thiol group of coenzyme A with the carboxy group of 7-methyl-3-oxooct-6-enoic acid. It has a role as a mouse metabolite. It derives from a 7-methyl-3-oxooctanoic acid. It is a conjugate acid of a 7-methyl-3-oxooct-6-enoyl-CoA(4-).